FC(=C1CCN(CC1)C1=C(C(=O)NC=2C=C3C(=C(N2)N2CCC(CC2)(F)F)OC=C3)C=C(C(=C1)[N+](=O)[O-])C)F 2-(4-(difluoromethylene)piperidin-1-yl)-N-(7-(4,4-difluoropiperidin-1-yl)furo[2,3-c]pyridin-5-yl)-5-methyl-4-nitrobenzamide